2-methyl-3-((R)-1-((4-methyl-7-((4aS,7aS)-1-methyloctahydro-6H-pyrrolo[3,4-b]pyridin-6-yl)pyrido[3,4-d]pyridazin-1-yl)amino)ethyl)benzonitrile CC1=C(C#N)C=CC=C1[C@@H](C)NC1=C2C(=C(N=N1)C)C=NC(=C2)N2C[C@H]1N(CCC[C@H]1C2)C